1-(3-chloro-2-methylphenyl)piperazine hydrochloride Cl.ClC=1C(=C(C=CC1)N1CCNCC1)C